IC1=C(NC2=C1C1=C(N(C(N(C1)C1=CC=C(C(=O)OC(C)(C)C)C=C1)=O)C)C=N2)C2=CC=C(C=C2)CN2CCC(CC2)S(=O)(=O)C tert-Butyl 4-(9-iodo-4-methyl-8-(4-((4-(methylsulfonyl)piperidin-1-yl)methyl)phenyl)-3-oxo-1,3,4,7-tetrahydro-2H-pyrrolo[3',2':5,6]pyrido[3,4-d]pyrimidin-2-yl)benzoate